Methyldimethoxy(aminoethylaminopropyl)silan C[Si](CCCNCCN)(OC)OC